(E)-4-(2,5,6,6-tetramethyl-cyclohex-2-en-1-yl)but-3-en-2-one CC=1C(C(C(CC1)C)(C)C)/C=C/C(C)=O